Cl.N[C@H](C(=O)[N-]C)CC1=CC=CC=C1 (S)-2-amino-N-methyl-3-phenyl-propionylamide hydrochloride